propylene glycol mono-octyl ether C(CCCCCCC)OCC(C)O